(2-(tert-butylamino)-8-(3,6-dihydro-2H-pyran-4-yl)pyrido[4,3-d]pyrimidin-5-yl)benzamide C(C)(C)(C)NC=1N=CC2=C(N1)C(=CN=C2C2=C(C(=O)N)C=CC=C2)C=2CCOCC2